FC(C(=O)O)(F)F.C1(CC1)C([C@@H](C=1N=C2N(N=CC(=N2)C2NCCOC2)C1)NC(=O)C1=NON=C1C)C1CC1 N-{(1S)-2,2-Dicyclopropyl-1-[3-(morpholin-3-yl)imidazo[1,2-b][1,2,4]triazin-6-yl]-ethyl}-4-methyl-1,2,5-oxadiazole-3-carboxamide trifluoroacetic acid salt